ClC1=C(OCC(CS(=O)(=O)CC)O)C(=CC(=C1)C(C)(C)C1=CC=C(C=C1)OCCCCl)Cl 1-(2,6-dichloro-4-(2-(4-(3-chloropropoxy)phenyl)propan-2-yl)phenoxy)-3-(ethylsulfonyl)propan-2-ol